2-((1-(3-chlorophenyl)-2,5-dioxopyrrolidin-3-ylidene-methyl)phenoxy)benzoate ClC=1C=C(C=CC1)N1C(C(CC1=O)=CC1=C(OC2=C(C(=O)[O-])C=CC=C2)C=CC=C1)=O